CN(C(CCCCCCC)CCCCCCC\C=C/C\C=C/CCCCC)C (16Z,19Z)-N,N-dimethylpentacosa-16,19-dien-8-amine